7-ethyl-2-methyl-6-[1-(2,2,3,3,3-pentafluoropropyl)-1H-pyrazol-4-yl]-5H-[1,3,4]thiadiazolo[3,2-a]pyrimidin-5-one C(C)C=1N=C2N(C(C1C=1C=NN(C1)CC(C(F)(F)F)(F)F)=O)N=C(S2)C